BrC=1C=C(C(=NC1)OCCCN(C)C)NS(=O)(=O)C=1C=NC(=CC1)C#N N-(5-Bromo-2-(3-(dimethylamino)propoxy)pyridin-3-yl)-6-cyanopyridine-3-sulfonamide